(R)-tert-butyl (1-(6-acrylamido-4-(azetidin-1-yl)phthalazin-1-yl)pyrrolidin-3-yl)carbamate C(C=C)(=O)NC=1C=C2C(=NN=C(C2=CC1)N1C[C@@H](CC1)NC(OC(C)(C)C)=O)N1CCC1